S1C(=CC=C1)C=1N=NNC1 thienyl-triazole